5-fluoro-2,3-dimethyl-4-(3-(N-methyl-1H-1,2,4-triazole-1-carboxamido)pyrrolidin-1-yl)-1H-indole-7-carboxamide FC=1C(=C2C(=C(NC2=C(C1)C(=O)N)C)C)N1CC(CC1)N(C(=O)N1N=CN=C1)C